CC1CCC(CC1)(C1=C(C=CC=C1)O)C1=C(C=CC=C1)O (4-methylcyclohexylidene)diphenol